4,4-dimethyl-1,2,3,4-tetrahydroquinoline CC1(CCNC2=CC=CC=C12)C